tert-butyl-3-[1-[(3-aminophenyl)methyl]-2-tert-butoxy-2-oxo-ethyl]pyrrolidine-1-carboxylate C(C)(C)(C)OC(=O)N1CC(CC1)C(C(=O)OC(C)(C)C)CC1=CC(=CC=C1)N